Cl.N1=NN=CC1=O triazol-5-one hydrochloride